propandiol CCC(O)O